CN1C(C(C=2C1=CC=1C(=NN=C(C1C2)C)N[C@H](C)C2=C(C(=CC=C2)C(CO)(F)F)F)(C)C)=O 1,3,3,5-tetramethyl-8-[[(1R)-1-[3-(1,1-difluoro-2-hydroxy-ethyl)-2-fluoro-phenyl]ethyl]amino]pyrrolo[2,3-g]phthalazin-2-one